methyl N2-(3-(4'-(4-(3-(3,5-diamino-6-chloropyrazine-2-carbonyl)guanidino)butyl)-[1,1'-biphenyl]-4-yl)propanoyl)-N6-(2-hydroxyethyl)-N2-methyl-L-lysinate NC=1C(=NC(=C(N1)N)Cl)C(=O)NC(NCCCCC1=CC=C(C=C1)C1=CC=C(C=C1)CCC(=O)N([C@@H](CCCCNCCO)C(=O)OC)C)=N